C(C)OC([C@@H](NC(CC[C@H](N)C(=O)O)=O)CS)=O γ-glutamylcysteine ethyl ester